NC1(CCCCC1)C(=O)O Amino-cyclohexane-1-carboxylic acid